FC=1C=CC2=C(NC(=NS2(=O)=O)NCC2=CC(=CC=C2)F)C1C(C)C1=CC(=NC=C1)C 6-fluoro-3-((3-fluorobenzyl)amino)-5-(1-(2-methylpyridin-4-yl)ethyl)-4H-benzo[e][1,2,4]thiadiazine 1,1-dioxide